CC1=C2C(CCSC2=CC=C1)=O 5-Methylthiochroman-4-one